NC1=NC=NC=2C3=C(\C(\C(C12)(C)C)=N/OCCC#N)C=C(C=C3)Br 3-[(Z)-(4-amino-8-bromo-5,5-dimethyl-benzo[h]quinazolin-6-ylidene)amino]oxypropionitrile